[(chlorosulfonyl)amino]sulfonyl chloride ClS(=O)(=O)NS(=O)(=O)Cl